COC1=C(NCC#CC=2C=C(C=3C=CN(C3C2)CC(F)(F)F)NC2[C@H](CNCC2)C)C=CC(=C1)S(=O)(=O)C 6-[3-(2-methoxy-4-methylsulfonyl-anilino)prop-1-ynyl]-N-[(3S)-3-methyl-4-piperidyl]-1-(2,2,2-trifluoroethyl)indol-4-amine